N[C@H](C(=O)O)CC1=CNC2=C(C=CC=C12)C=1C=NN(C1)C (S)-2-amino-3-(7-(1-methyl-1H-pyrazol-4-yl)-1H-indol-3-yl)propanoic acid